N-(3-carbamoyloxetan-3-yl)-5-(cyclopropylmethoxy)-2-methyl-1-benzofuran-3-carboxamide C(N)(=O)C1(COC1)NC(=O)C1=C(OC2=C1C=C(C=C2)OCC2CC2)C